C(C)(C)(C)N1N=C(C=C1NC1S(C2=CC=CC=C2CC1)(=O)=O)[C@@H]1C[C@@H](CC1)O ((1-(tert-butyl)-3-((1S,3R)-3-hydroxycyclopentyl)-1H-pyrazol-5-yl)amino)thiochromane 1,1-dioxide